O[C@H](CNC=1C2=C(N(C(N1)=O)C1=C(C=CC=C1)Cl)N=C(C=C2)C(F)(F)F)C 4-[((2S)-2-hydroxypropyl)amino]-1-(2-chlorophenyl)-7-(trifluoromethyl)-pyrido[2,3-d]pyrimidin-2(1H)-one